(S)-3-(3-(4-hydroxy-1-methyl-2-oxo-1,2-dihydropyridin-3-yl)ureido)-3-(5-methoxy-2',6'-dimethylbiphenyl-3-yl)propionic acid OC1=C(C(N(C=C1)C)=O)NC(N[C@@H](CC(=O)O)C=1C=C(C=C(C1)OC)C1=C(C=CC=C1C)C)=O